(3-phenyltetrahydrofuran-3-yl)methanamine C1(=CC=CC=C1)C1(COCC1)CN